N1=C(C=CC=C1)C=1C=NN(C1)[C@@H]1C[C@H](C1)CN (trans-3-(4-(pyridin-2-yl)-1H-pyrazol-1-yl)cyclobutyl)methylamine